methanopyrido[1,2-a][1,4]diazepan C12C=3N(CCCN1C2)CC=CC3